ClC=1C=C(C=CC1)S(=O)(=O)C(C)(F)C1CCN(CC1)C(=O)NC1=CN=NC=C1 4-(1-((3-chlorophenyl)sulfonyl)-1-fluoro-ethyl)-N-(pyridazin-4-yl)piperidine-1-carboxamide